C1(=CC=CC=C1)CCC[C] phenylpropyl-carbon